FC1(CCN(CC1)C=1C(N(C=C(N1)NC(C1=C(C=C(C=C1)NS(=O)(=O)CCO)N1CCC2(CC2)CC1)=O)C)=O)F N-(6-(4,4-difluoropiperidin-1-yl)-4-methyl-5-oxo-4,5-dihydropyrazin-2-yl)-4-((2-hydroxyethyl)sulphonamido)-2-(6-azaspiro[2.5]oct-6-yl)benzamide